(2S)-1-[6-methyl-4-(trifluoromethyl)pyridin-2-yl]-2,3-dihydro-1H-indole-2-carboxylic acid methyl ester COC(=O)[C@H]1N(C2=CC=CC=C2C1)C1=NC(=CC(=C1)C(F)(F)F)C